ClC=1C=C(C=CC1C)C(=O)[C@@H]1[C@H](C1)C(=O)[O-].[Na+].FC1=C(C(=O)NCC2=NC=CN=C2)C=CC(=C1)[N+](=O)[O-] 2-fluoro-4-nitro-N-(pyrazin-2-ylmethyl)benzamide Sodium (1S,2S)-2-[(3-chloro-4-methylphenyl)carbonyl]cyclopropane-1-carboxylate